methyl 7-[5-chloranyl-2-[2-[[2,6-di(methyl)-7,8-dihydro-5H-pyrimido[5,4-f][1,4]oxazepin-4-yl]oxy]ethoxy]phenyl]-5-methyl-thieno[3,2-b]pyridine-3-carboxylate ClC=1C=CC(=C(C1)C1=C2C(=NC(=C1)C)C(=CS2)C(=O)OC)OCCOC2=NC(=NC1=C2CN(CCO1)C)C